BrC1=CC=C(C=C1)N1CCC(CC1)CO[Si](C1=CC=CC=C1)(C1=CC=CC=C1)C(C)(C)C 1-(4-bromophenyl)-4-(((tert-butyldiphenylsilyl)oxy)methyl)piperidine